Gadolinium 2,2',2''-{10-[(1S)-1-carboxy-4-{4-[2-(2-ethoxyethoxy)ethoxy]phenyl}butyl]-1,4,7,10-tetraazacyclododecan-1,4,7-triyl}tris(3-hydroxypropanoat) C(=O)(O)[C@H](CCCC1=CC=C(C=C1)OCCOCCOCC)N1CCN(CCN(CCN(CC1)C(C(=O)[O-])CO)C(C(=O)[O-])CO)C(C(=O)[O-])CO.[Gd+3]